BrC1=CC=2N(C=C1)C=C(N2)C2=CC(=C(C=C2)OC)OC 7-bromo-2-(3,4-dimethoxyphenyl)imidazo[1,2-a]pyridine